3-methyl-4-(4-(4-methylpyrimidin-5-yl)-7-(1H-pyrazol-5-yl)imidazo[1,5-b]pyridazin-2-yl)morpholine Tetrasodium Iminosuccinat N=C(C(=O)[O-])CC(=O)[O-].[Na+].[Na+].[Na+].[Na+].CC1N(CCOC1)C=1C=C(C=2N(N1)C(=NC2)C2=CC=NN2)C=2C(=NC=NC2)C.N=C(C(=O)[O-])CC(=O)[O-]